(8-{[2-(4-Chlorophenyl)imidazo[1,2-a]pyridin-3-yl]methyl}-3,8-diazabicyclo[3.2.1]oct-3-yl)-(2-fluorophenyl)methanon ClC1=CC=C(C=C1)C=1N=C2N(C=CC=C2)C1CN1C2CN(CC1CC2)C(=O)C2=C(C=CC=C2)F